2,4-di-tert-butyl-benzene C(C)(C)(C)C1=CC=CC(=C1)C(C)(C)C